[Hf].[Ti].[Ni] Nickel-Titanium-Hafnium